(3R,4S)-4-Fluoro-1-(1-((5-fluoropyrimidin-2-yl)methyl)-5-(trifluoromethyl)-1H-benzo[d]imidazol-2-yl)piperidin-3-amin F[C@@H]1[C@@H](CN(CC1)C1=NC2=C(N1CC1=NC=C(C=N1)F)C=CC(=C2)C(F)(F)F)N